CC=1C=C(C=CC1O)C(C1=CC(=C(C=C1)O)C)C1=CC(=C(C=C1)O)C tris(3-methyl-4-hydroxyphenyl)methane